hydroxyphenylacetic acid-2-(2-oxo-2-ethoxy)-ethyl ester O=C(C)OCCOC(C(C1=CC=CC=C1)O)=O